BrC1=C(C=C(C=N1)C1(CC1)C#N)SCC 1-(6-bromo-5-ethylsulfanyl-3-pyridyl)cyclopropanecarbonitrile